C[Si](C)(C)[C@](N([Si](C)(C)C)[Si](C)(C)C)(CCC(=O)O)C(=O)O Tris(trimethylsilyl)glutamic acid